FC=1C=CC(=NC1)C1=NN2C(COC(C2)(C)C)=C1C1=C2C(=NC(=C1)CCC(F)(F)F)NN=C2 2-(5-fluoro-2-pyridyl)-6,6-dimethyl-3-[6-(3,3,3-trifluoropropyl)-1H-pyrazolo[3,4-b]pyridin-4-yl]-4,7-dihydropyrazolo[5,1-c][1,4]oxazine